7-Methoxy-2-oxo-8-(1,2,3,4-tetrahydroquinoline-1-carbonyl)-2H-chromene-4-carbaldehyde COC1=CC=C2C(=CC(OC2=C1C(=O)N1CCCC2=CC=CC=C12)=O)C=O